6-chloro-N-(4-methylphenyl)-2-(3-pyridyl)-5-(trifluoromethyl)-4-pyrimidinamine ClC1=C(C(=NC(=N1)C=1C=NC=CC1)NC1=CC=C(C=C1)C)C(F)(F)F